BrC1=NN(C(=C1)C(=O)O)C1=CC=C(C=C1)C1=CC=C(C=C1)Cl 3-bromo-1-(4'-chloro-[1,1'-biphenyl]-4-yl)-1H-pyrazole-5-carboxylic acid